(2-(3-chlorophenyl)-1-fluorovinyl) (phenyl) sulfide C1(=CC=CC=C1)SC(=CC1=CC(=CC=C1)Cl)F